FC=1C=C(C=CC1)[C@@H](C)N (1R)-1-(3-fluorophenyl)ethylamine